NC1=CC=C(C=C1)C=1C=C(C=CC1)B(O)O 3-(4-aminophenyl)phenylboronic acid